BrC1=C(C(C(N=N1)=O)=O)Br bis-bromopyridazinedione